C[C@H]1[C@@H](C[C@H]([C@@H](O1)OCCCCCCCCCCC[C@H](CC(=O)O)O)O)O The molecule is an omega-hydroxy fatty acid ascaroside that is oscr#24 in which the pro-R hydrogen beta to the carboxy group is replaced by a hydroxy group. It is a metabolite of the nematode Caenorhabditis elegans. It has a role as a Caenorhabditis elegans metabolite. It is an omega-hydroxy fatty acid ascaroside, a 3-hydroxy carboxylic acid and a monocarboxylic acid. It derives from an oscr#24 and a (3R)-3,14-dihydroxymyristic acid. It is a conjugate acid of a bhos#24(1-).